2-(4-(Benzyloxy)pyridin-2-yl)-4-chloro-1-(methoxymethyl)-1H-pyrrolo[2,3-b]pyridine C(C1=CC=CC=C1)OC1=CC(=NC=C1)C1=CC=2C(=NC=CC2Cl)N1COC